Cetylmyristoleate C(CCCCCCCCCCCCCCC)OC(CCCCCCC\C=C/CCCC)=O